CS(=O)(=O)C(C)(C)C1=CC=C(C=C1)NC=1N=CC2=C(N1)CN(CC2)C(=O)OC(C)(C)C tert-butyl 2-{[4-(2-methanesulfonylpropan-2-yl)phenyl]amino}-5H,6H,7H,8H-pyrido[3,4-d]pyrimidine-7-carboxylate